ClC1=C(C=2N=C(NC(C2C(=N1)OC(C)C1C(N(CCN1)C(=O)OC(C)(C)C)C)=O)SC)F tert-butyl 3-(1-((7-chloro-8-fluoro-2-(methylthio)-4-oxo-3,4-dihydropyrido[4,3-d]pyrimidin-5-yl)oxy)ethyl)-2-methylpiperazine-1-carboxylate